4-[4-fluoro-1-[4-methoxy-6-(trifluoromethyl)pyrimidin-2-yl]piperidine-4-carbonyl]-3,5-dihydro-2H-pyrido[3,4-f][1,4]oxazepine-9-carbonitrile FC1(CCN(CC1)C1=NC(=CC(=N1)OC)C(F)(F)F)C(=O)N1CCOC2=C(C1)C=NC=C2C#N